ClC1=C(C=C(C=C1)F)C1=CC=C(N=N1)NC1[C@@H]2CN(C[C@H]12)CC1CCOCC1 (1R,5S,6s)-N-[6-(2-chloro-5-fluoro-phenyl)pyridazin-3-yl]-3-(tetrahydropyran-4-ylmethyl)-3-azabicyclo[3.1.0]hexan-6-amine